CS(=O)(=O)N1N=CC=C1 1-methylsulfonyl-pyrazole